5-[3-[3-[[ethyl(methyl)sulfamoyl]amino]-2-fluoro-benzoyl]-1H-pyrrolo[2,3-b]pyridin-5-yl]thiazole C(C)N(S(=O)(=O)NC=1C(=C(C(=O)C2=CNC3=NC=C(C=C32)C3=CN=CS3)C=CC1)F)C